C(=C)C1=CC(=C2CCCNC2=C1)C1(CC1)C1=C(C(=O)N)C=CC=C1 (1-(7-vinyl-1,2,3,4-tetrahydroquinolin-5-yl)cyclopropyl)benzamide